5,7-dimethyltocol CC1=CC2=C(CCC(O2)(C)CCCC(C)CCCC(C)CCCC(C)C)C(=C1O)C